4,4-Difluoro-N,1-dimethyl-N-(2-((4aS,5aR)-5a-methyl-1,4,4a,5,5a,6-hexahydrocyclopropa[f]indazol-3-yl)-1H-imidazo[4,5-b]pyridin-6-yl)cyclohexane-1-carboxamide FC1(CCC(CC1)(C(=O)N(C=1C=C2C(=NC1)N=C(N2)C2=NNC=1C[C@@]3([C@H](CC21)C3)C)C)C)F